CC1=C(C=C2C=C(N=CC2=C1)NC(=O)C1C(C1)C1=NC=CC=C1)C1CCNCC1 N-(7-methyl-6-(piperidin-4-yl)isoquinolin-3-yl)-2-(pyridin-2-yl)cyclopropane-1-carboxamide